NC1=CC=C(C=C1)C1=CC=C(C=C1)O 4-amino-4'-hydroxybiphenyl